ClC1=CC(=C(CN2C(NC(C3=C2C=CN3)=O)=C=S)C=C1)[C@@H]1NCCC1 (R)-1-(4-chloro-2-(pyrrolidin-2-yl)benzyl)-2-thiocarbonyl-1,2,3,5-tetrahydro-4H-pyrrolo[3,2-d]pyrimidin-4-one